4-((1s,4s)-7-azabicyclo[2.2.1]Heptane-7-carbonyl)-5-(6-(tert-butylamino)-4-(difluoromethyl)pyridin-3-yl)thiazole-2-carboxylic acid potassium salt [K+].C12CCC(CC1)N2C(=O)C=2N=C(SC2C=2C=NC(=CC2C(F)F)NC(C)(C)C)C(=O)[O-]